2-[(3R)-3-[[1-[2-(Difluoromethoxy)-4-(trifluoromethyl)phenyl]pyrrolo[1,2-d][1,2,4]triazin-4-yl]amino]-1-piperidyl]ethanol formic acid salt C(=O)O.FC(OC1=C(C=CC(=C1)C(F)(F)F)C=1C=2N(C(=NN1)N[C@H]1CN(CCC1)CCO)C=CC2)F